CON=CC(=O)NC1=C(C=CC=C1)C 2-(methoxyimino)-N-(o-tolyl)acetamide